C(C)(C)(C)OC(=O)N1N=C(C=C1)O[C@@H]1[C@@H]2CC[C@H](C1)C2 3-[(1R,2S,4S)-norbornane-2-yl]Oxypyrazole-1-carboxylic acid tert-butyl ester